FC(OC=1C=C(C=CC1)C=1C=C2CCC3(C(C2=CC1)NC(O[C@@H]1CN2CCC1CC2)=O)CC3)(F)F (S)-quinuclidin-3-yl (6'-(3-(trifluoromethoxy)phenyl)-3',4'-dihydro-1'H-spiro[cyclopropane-1,2'-naphthalen]-1'-yl)carbamate